FC1=C(C(=O)C2=C(C=CC(=C2)Cl)NC([C@H](CCC(=O)OC)NC(=O)OC(C)(C)C)=O)C=CC=C1 (S)-methyl 5-((2-fluoro-benzoyl-4-chlorophenyl) amino)-4-((t-butoxycarbonyl) amino)-5-oxopentanoate